ClC1=NC=2CCCCC2C=C1C(=O)NC(COCC1=C(C=CC=C1)C#N)(C)C 2-chloro-N-(1-((2-cyanobenzyl)oxy)-2-methylpropan-2-yl)-5,6,7,8-tetrahydroquinoline-3-carboxamide